2-(2-{[(3R,3'R)-3'-hydroxy-1,4-dihydro-1'H,2H-spiro[isoquinoline-3,4'-piperidin]-1'-yl]carbonyl}imidazo[1,2-a]pyrimidin-6-yl)propanenitrile O[C@@H]1CN(CC[C@@]12NCC1=CC=CC=C1C2)C(=O)C=2N=C1N(C=C(C=N1)C(C#N)C)C2